ClC=1C=CC=C2C=CC=C(C12)N1CC=2N=C(N=C(C2CC1)N1CCC(CC1)CNC#N)OC[C@H]1N(CCC1)C (S)-N-((1-(7-(8-chloronaphthalen-1-yl)-2-((1-methylpyrrolidin-2-yl)methoxy)-5,6,7,8-tetrahydropyrido[3,4-d]pyrimidin-4-yl)piperidin-4-yl)methyl)cyanamide